tert-butyl ((1S,3R)-3-(2-(2-fluorophenyl)-6-(1-((2-(trimethylsilyl)ethoxy)methyl)-1H-1,2,4-triazol-3-yl)-1H-imidazo[4,5-c]pyridin-1-yl)-2-oxocyclohexyl)carbamate FC1=C(C=CC=C1)C=1N(C2=C(C=NC(=C2)C2=NN(C=N2)COCC[Si](C)(C)C)N1)[C@H]1C([C@H](CCC1)NC(OC(C)(C)C)=O)=O